C(C)(C)(C)OC(=O)N1CCN(CC1)C=1C=NN2C1C=CC(=C2)C2=CC=CC=C2 4-(6-Phenylpyrazolo[1,5-a]pyridin-3-yl)piperazine-1-carboxylic acid tert-butyl ester